C(C)OC(C1=C(C(C(=O)OCC)=CC(=C1)OCC1=CC=CC=C1)OCC1=CC=CC=C1)=O.FC1=C(C=CC(=C1)F)C1=NC(=CC=C1C(=O)N)N(C(=O)N)C1=C(C=CC=C1F)F 2-(2,4-difluorophenyl)-6-[(2,6-difluorophenyl)(aminocarbonyl)amino]pyridine-3-carboxamide diethyl-2,5-bis(benzyloxy)isophthalate